N-(1,1-dicyclopropyl-3-((4-(1-(4-(difluoromethylene)piperidin-1-yl)-1-oxopropan-2-yl)-2-fluorophenyl)amino)-3-oxopropan-2-yl)-1-isopropyl-1H-pyrazole-5-carboxamide C1(CC1)C(C(C(=O)NC1=C(C=C(C=C1)C(C(=O)N1CCC(CC1)=C(F)F)C)F)NC(=O)C1=CC=NN1C(C)C)C1CC1